5-(tetrahydropyran-4-yl)-5-(p-tolyl)imidazolidine-2,4-dione O1CCC(CC1)C1(C(NC(N1)=O)=O)C1=CC=C(C=C1)C